C(C)OC(=O)C=1C=C(C=C2C1N=C(S2)C[C@@H]([C@@H](C2=CC(=C(C=C2)C)OC)O[Si](C)(C)C(C)(C)C)OC2CCCC2)OCC 2-((2S,3R)-3-((tert-Butyldimethylsilyl)oxy)-2-(cyclopentyloxy)-3-(3-methoxy-4-methylphenyl)propyl)-6-ethoxybenzo[d]thiazole-4-carboxylic acid ethyl ester